tert-butyl 4-[[5-fluoro-4-[3-(1-piperidyl)phenyl]pyrimidin-2-yl]amino]piperidine-1-carboxylate FC=1C(=NC(=NC1)NC1CCN(CC1)C(=O)OC(C)(C)C)C1=CC(=CC=C1)N1CCCCC1